[C@@H](C)(CC)NC(=O)C1CN(C2CC=3C4=C(C2=C1)C=CC=C4NC3)C N-((R)-sec-butyl)-7-methyl-4,6,6a,7,8,9-hexahydroindolo[4,3-fg]quinoline-9-carboxamide